{3-[(1E)-2-ethoxyethenyl]phenyl}propanoic acid C(C)O/C=C/C=1C=C(C=CC1)C(C(=O)O)C